NC=1C=2N(C3=CC(=C(C=C3N1)F)C(=O)N(CC=1SC=C(N1)C=1C=NN(C1)C(F)(F)F)C)C=NC2 4-amino-7-fluoro-N-methyl-N-((4-(1-(trifluoromethyl)-1H-pyrazol-4-yl)thiazol-2-yl)methyl)imidazo[1,5-a]quinoxaline-8-carboxamide